3-iminotetrahydro-1H,5H-pyrazolo[1,2-a]pyrazol-1-one N=C1CC(N2N1CCC2)=O